4-(2-Amino-2-methylpropanoyl)-N-(1-(3-(4-aminoazepan-1-yl)chroman-7-yl)-2-oxo-1,2-dihydropyrimidin-4-yl)piperazine-1-carboxamide hydrochloride Cl.NC(C(=O)N1CCN(CC1)C(=O)NC1=NC(N(C=C1)C1=CC=C2CC(COC2=C1)N1CCC(CCC1)N)=O)(C)C